NC1=CC(=NO1)C1CCN(CC1)C(=O)C1=CC=C(C=C1)C1CCCCC1 (4-(5-aminoisoxazol-3-yl)piperidin-1-yl)(4-cyclohexylphenyl)methanone